COCCOC=1C=C2C(=NC=NC2=CC1OCCOC)OC1=CC(=C(C=C1)C(C(=O)OCC)=O)F ethyl (4-((6,7-bis(2-methoxyethoxy) quinazolin-4-yl) oxy)-2-fluorophenyl)-2-oxoacetate